benzyl (1R,7E,14Z,26S,29S)-17-(4-fluorophenoxy)-21,24-dioxo-3-oxa-22,25-diazatetracyclo[23.2.2.116,20.01,26]triaconta-7,14,16,18,20(30)-pentaene-29-carboxylate FC1=CC=C(OC2=C3\C=C/CCCCC/C=C/CCCOC[C@]45[C@@H](N(C(CNC(C(C=C2)=C3)=O)=O)[C@@H](C5)C(=O)OCC5=CC=CC=C5)C4)C=C1